ClC=1C=CC(=C(C1)C1=CC(=C(N=N1)C)NC1=CC(=NC=C1)NC(CCCN1CCNCCC1)=O)F N-(4-{[6-(5-chloro-2-fluorophenyl)-3-methylpyridazin-4-yl]amino}pyridin-2-yl)-4-(1,4-diazepan-1-yl)butanamide